ClC1=CC(=C(C(=C1)F)NC1=NC=CC(=N1)C(=O)NC=1C=NC=CC1C1=CC=CC=C1)F 2-((4-chloro-2,6-difluorophenyl)amino)-N-(4-phenylpyridin-3-yl)pyrimidine-4-carboxamide